C(CCC)C1=CC=C(C=C1)C1=CC=C(C=C1)C1=C(C=C(N)C=C1F)F 4-[4-(4-Butylphenyl)phenyl]-3,5-difluoro-aniline